CCC(C)[C@@H](C)C=C[C@@H](C)[C@H]1CC[C@H]2[C@@H]3C=CC4CC(CC[C@]4(C)[C@H]3CC[C@]12C)O methylergosta-6,22-dien-3-ol